3-[(1R)-1-[3,6-Dimethyl-2-(2-methylindazol-5-yl)-4-oxo-chromen-8-yl]ethoxy]-6-fluoro-N'-hydroxy-pyridine-2-carboxamidine CC1=C(OC2=C(C=C(C=C2C1=O)C)[C@@H](C)OC=1C(=NC(=CC1)F)C(=NO)N)C1=CC2=CN(N=C2C=C1)C